1-(4-methoxyphenyl)-1-phenyl-2-propenol COC1=CC=C(C=C1)C(C=C)(O)C1=CC=CC=C1